NC1=C(C=C(C=C1)C=1N=CSC1)O 2-amino-5-(thiazol-4-yl)phenol